(4aR,8aS)-6-[3-[[3-Chloro-4-(trifluoromethyl)phenyl]methoxy]azetidine-1-carbonyl]-4,4a,5,7,8,8a-hexahydropyrido[4,3-b][1,4]oxazin-3-one ClC=1C=C(C=CC1C(F)(F)F)COC1CN(C1)C(=O)N1C[C@@H]2[C@@H](OCC(N2)=O)CC1